C(CCCC=C)[C@H]1C(CCC1)=O |r| (+-)-2-(5-hexen-1-yl)cyclopentanone